6-methyladenosine 5'-monophosphate P(=O)(O)(O)OC[C@@H]1[C@H]([C@H]([C@@H](O1)N1CN=C2C(N)(N=CN=C12)C)O)O